COC1=C(C=C(C=C1C(=O)O)NC(C1=CC(=CC=C1)OC1=CC=CC=C1)=O)C1=CC=CC=C1 Methoxy-5-(3-phenoxybenzamido)-[1,1'-biphenyl]-3-carboxylic acid